C1(CC1)C=1C=C(C(=NC1)I)OCOCC 5-cyclopropyl-3-(ethoxymethoxy)-2-iodopyridine